(R)-3-(difluoromethyl)-1-methyl-N-[1,1,3-trimethylindan-4-yl]pyrazolecarboxamide FC([C@]1(NN(C=C1)C)C(=O)NC1=C2C(CC(C2=CC=C1)(C)C)C)F